5-bromo-7-(2,2,2-trifluoro-1-hydroxyethyl)benzofuran-3-carboxylic acid ethyl ester C(C)OC(=O)C1=COC2=C1C=C(C=C2C(C(F)(F)F)O)Br